4-({4-[4-(acryloyloxy) butoxy]-3,5-dimethylbenzoyl} oxy)-3-methylphenyl 4-[4-(acryloyloxy) butoxy]-2,5-dimethylbenzoate C(C=C)(=O)OCCCCOC1=CC(=C(C(=O)OC2=CC(=C(C=C2)OC(C2=CC(=C(C(=C2)C)OCCCCOC(C=C)=O)C)=O)C)C=C1C)C